Sodium N-lauroylsarcosinate C(CCCCCCCCCCC)(=O)N(C)CC(=O)[O-].[Na+]